(R)-N-(3,3-difluoro-1-(methylsulfonyl)piperidin-4-yl)-5-(1-(2-fluoroethyl)-2-methyl-1H-benzo[d]imidazol-6-yl)-4-methoxypyrrolo[2,1-f][1,2,4]triazin-2-amine FC1(CN(CC[C@H]1NC1=NN2C(C(=N1)OC)=C(C=C2)C=2C=CC1=C(N(C(=N1)C)CCF)C2)S(=O)(=O)C)F